OCCCC1CC(N(C1)C(=O)OC(C)(C)C)(CCC)C tert-butyl 4-(3-hydroxypropyl)-2-methyl-2-propyl-pyrrolidine-1-carboxylate